hydroxypropyltetrahydropyranetriol methyl-3-[[2-[1-[(4-methylphenyl)methyl]-5-oxopyrrolidin-2-yl]acetyl]amino]propionate CC(C(=O)O)CNC(CC1N(C(CC1)=O)CC1=CC=C(C=C1)C)=O.OCCCC1(OCCC(C1O)O)O